N1-(3-aminopropyl)-N1-ethylpropane-1,3-diamine NCCCN(CCCN)CC